5-(2-(4'-(methylthio)-[1,1'-biphenyl]-4-yl)vinyl)-1H-1,2,3-triazole-4-carboxylic acid CSC1=CC=C(C=C1)C1=CC=C(C=C1)C=CC1=C(N=NN1)C(=O)O